FC1(C(C1)C=1C=NC=2N(C1)C=C(N2)C(=O)N2C[C@H]([C@@]1(CC2)NCC2=CC=CC=C2C1)O)F [6-(2,2-difluorocyclopropyl)imidazo[1,2-a]pyrimidin-2-yl][(3R,3'R)-3'-hydroxy-1,4-dihydro-1'H,2H-spiro[isoquinoline-3,4'-piperidin]-1'-yl]methanone